C(C)N(CC)C1=CC=C(CN)C=C1 4-(N,N-diethyl-amino)benzyl-amine